2-isopropyl-2H-1,2,3-triazole-4-sulfonyl chloride C(C)(C)N1N=CC(=N1)S(=O)(=O)Cl